(4-(3-(Trifluoromethyl)pyridin-2-yl)phenyl)methylamine FC(C=1C(=NC=CC1)C1=CC=C(C=C1)CN)(F)F